ethyl 2-(4-methyl-2-oxo-1,4-dihydropyrido[3,2-d]pyrimidin-3(2H)-yl)acetate CC1C2=C(NC(N1CC(=O)OCC)=O)C=CC=N2